C(C)O[C@H](CC[C@@H](C(C)C)O)[C@H]1CC[C@H]2[C@@H]3CC[C@H]4C[C@](CC[C@@]4([C@H]3CC[C@]12C)C)(O)CC (3S,5S,8R,9S,10S,13S,14S,17S)-17-((1R,4S)-1-ethoxy-4-hydroxy-5-methylhexyl)-3-ethyl-10,13-dimethylhexadecahydro-1H-cyclopenta[a]phenanthren-3-ol